ClC1=CC=C(N=N1)N[C@H]1CN(CCC1)C1CN(C1)C(=O)OC(C)(C)C tert-butyl (R)-3-(3-((6-chloropyridazin-3-yl)amino)piperidin-1-yl)azetidine-1-carboxylate